C1(CCCC1)C(=O)N1CCN(CC1)CC=1C(=C(C=CC1)NC=1SC2=C(N1)CCCC2=O)C ((3-((4-(cyclopentanecarbonyl)piperazin-1-yl)methyl)-2-methylphenyl)amino)-5,6-dihydrobenzothiazol-7(4H)-one